C(C)(C)(C)OC(=O)N1CCC(CC1)OC1=CC=CC=2N(C(N(C21)C)=O)C2C(N(C(CC2)=O)CC2=CC=C(C=C2)OC)=O.[F-].C(CCCCCC)[NH+]2C(=CC=C2)CCCC 1-Heptyl-2-butylpyrrolium fluorid Tert-butyl-4-[1-[1-[(4-methoxyphenyl)methyl]-2,6-dioxo-3-piperidyl]-3-methyl-2-oxo-benzimidazol-4-yl]oxypiperidine-1-carboxylate